Cl.Cl.NCC1=CC(=C(C(N)=N)C=C1)F 4-(aminomethyl)-2-fluorobenzimidamide dihydrochloride